FC=1C=C(C=CC1F)N1[C@@H](CCC1=O)C(=O)Cl (S)-1-(3,4-difluorophenyl)-5-oxopyrrolidine-2-carbonyl chloride